3-(4-amino-6-(1-((4-oxo-4,5,6,7-tetrahydropyrazolo[1,5-a]pyrazin-2-yl)methyl)-1H-1,2,3-triazol-4-yl)pyrimidin-2-yl)-2-methylbenzonitrile NC1=NC(=NC(=C1)C=1N=NN(C1)CC1=NN2C(C(NCC2)=O)=C1)C=1C(=C(C#N)C=CC1)C